P(=S)([O-])([O-])O.C(C)[NH+](CC)CC.C(C)[NH+](CC)CC bis-triethylammonium thiophosphate